FC(C1=CC=C(C=C1)N1N=NC(=C1COC1=CC=C(N=N1)N1CCOCC1)C)F 4-(6-((1-(4-(difluoromethyl)phenyl)-4-methyl-1H-1,2,3-triazol-5-yl)methoxy)pyridazin-3-yl)morpholine